N-((1S,2S)-2-Fluorocyclobutyl)-7-(1H-pyrazol-4-yl)-8-(2,2,2-trifluoroethoxy)-[1,2,4]triazolo[1,5-c]pyrimidin-2-amine F[C@@H]1[C@H](CC1)NC1=NN2C=NC(=C(C2=N1)OCC(F)(F)F)C=1C=NNC1